6-bromo-4-{4-[2-(4-fluorophenyl)-2-hydroxyethyl]piperazin-1-yl}-1-methyl-2-oxo-1,2-dihydro-1,5-naphthyridine-3-carbonitrile BrC=1N=C2C(=C(C(N(C2=CC1)C)=O)C#N)N1CCN(CC1)CC(O)C1=CC=C(C=C1)F